FC1=C(C(=O)N([C@H]2CNCCC2)C2=NC=CC3=CC(=CC=C23)C(=O)NC)C=CC(=C1)C=1N=NN(C1)C (R)-1-(2-fluoro-4-(1-methyl-1H-1,2,3-triazol-4-yl)-N-(piperidin-3-yl)benzamido)-N-methylisoquinoline-6-carboxamide